C(C=C)(=O)NN1C[C@H](CC1)C=1N=C2C(=NC1)NC=C2C#CC2=CC(=CC(=C2)OC)OC (S)-2-(1-acrylamido-3-pyrrolidinyl)-7-(3,5-dimethoxyphenylethynyl)-5H-pyrrolo[2,3-b]pyrazine